2-amino-7-bromo-6-cyclopropyl-1-(5-methyl-1-tetrahydropyran-2-yl-indazol-4-yl)pyrrolo[3,2-c]pyridine-3-carbonitrile NC1=C(C=2C=NC(=C(C2N1C1=C2C=NN(C2=CC=C1C)C1OCCCC1)Br)C1CC1)C#N